methyl 2-((2-(2-(tert-butoxy)-2-oxoethyl)-4-chlorophenyl) sulfonamido)-3-(6-fluoro-2,3-dimethylphenyl)butanoate C(C)(C)(C)OC(CC1=C(C=CC(=C1)Cl)S(=O)(=O)NC(C(=O)OC)C(C)C1=C(C(=CC=C1F)C)C)=O